1-(3-(4-(4-(trifluoromethyl)phenyl)quinazolin-2-yl)pyrrolidin-1-yl)prop-2-en-1-one FC(C1=CC=C(C=C1)C1=NC(=NC2=CC=CC=C12)C1CN(CC1)C(C=C)=O)(F)F